C[C@H]1N(CCOC1)C1=NC(=NC(=C1)C=1C=NC=CC1)C1=C2C(=NC=C1)NC=C2 (R)-3-methyl-4-(6-(pyridin-3-yl)-2-(1H-pyrrolo[2,3-b]pyridin-4-yl)pyrimidin-4-yl)morpholine